propane-1,3-dion C(CC=O)=O